1,3,5-trihexyl-1,3,5-triazinane C(CCCCC)N1CN(CN(C1)CCCCCC)CCCCCC